rac-(3aR,6aR)-1-(1-phenyl-1H-imidazole-4-carbonyl)hexahydropyrrolo[3,4-b]pyrrole-5(1H)-carbonitrile C1(=CC=CC=C1)N1C=NC(=C1)C(=O)N1[C@@H]2[C@H](CC1)CN(C2)C#N |r|